2-{[2-({[(9H-fluoren-9-yl)methoxy]carbonyl}amino)-N-methylacetamido]methoxy}acetic acid C1=CC=CC=2C3=CC=CC=C3C(C12)COC(=O)NCC(=O)N(C)COCC(=O)O